FC1=CC(=C(C=C1)C1=CC(=CC=C1)C=1OC2=C(N1)C=C(C=C2C(F)(F)F)CN[C@]2([C@H](CCC2)O)C)C2=NN=CN2C |r| rac-(1S,2R)-2-(((2-(4'-Fluoro-2'-(4-methyl-4H-1,2,4-triazol-3-yl)-[1,1'-biphenyl]-3-yl)-7-(trifluoromethyl)benzo[d]oxazol-5-yl)methyl)amino)-2-methylcyclopentan-1-ol